Cl.Cl.N[C@]1([C@@H](CC[C@H](C1)CCB(O)O)CNC(=O)[C@H]1NCCC1)C(=O)O (1R,2S,5R)-1-Amino-5-(2-boronoethyl)-2-(((S)-pyrrolidine-2-carboxamido)methyl)cyclohexane-1-carboxylic acid dihydrochloride